C(=C)C1=C(C(=NC=C1)O)[N+](=O)[O-] 4-ethenyl-3-nitropyridin-2-ol